Tert-butyl 6-(4-(1-(2,6-dioxopiperidin-3-yl)-3-methyl-2-oxo-2,3-dihydro-1H-benzo[d]imidazol-5-yl)phenyl)-2,6-diazaspiro[3.3]heptane-2-carboxylate O=C1NC(CCC1N1C(N(C2=C1C=CC(=C2)C2=CC=C(C=C2)N2CC1(CN(C1)C(=O)OC(C)(C)C)C2)C)=O)=O